CN1C(=NN=C1)S[C@@H](C)C=1C=C(C(=O)O)C=CC1 3-[(1S)-1-[(4-methyl-4H-1,2,4-triazol-3-yl)sulfanyl]ethyl]benzoic acid